C(C)C1(NC(N(C(C1)=O)C(CCOC)C1=CC(=CC(=C1)C(NC1CCCOC2=C1C=CC=C2)=O)F)=[NH2+])CC [4,4-diethyl-1-[1-[3-fluoro-5-(2,3,4,5-tetrahydro-1-benzoxepin-5-ylcarbamoyl)phenyl]-3-methoxy-propyl]-6-oxo-hexahydropyrimidin-2-ylidene]ammonium